[4-[[3-(2-chloro-3-fluoro-4-methoxy-phenyl)imidazo[1,2-a]pyrazin-8-yl]amino]-2-methyl-phenyl]-[4-[(3R,4S)-3-hydroxypiperidine-4-carbonyl]piperazin-1-yl]methanone formate C(=O)O.ClC1=C(C=CC(=C1F)OC)C1=CN=C2N1C=CN=C2NC2=CC(=C(C=C2)C(=O)N2CCN(CC2)C(=O)[C@@H]2[C@H](CNCC2)O)C